(3-Fluoro-1-bicyclo[1.1.1]pentanyl)amine hydrochloride Cl.FC12CC(C1)(C2)N